1,6-dihydroimidazo[4,5-d]pyrrolo[2,3-b]pyridin N1C=NC=2C1=C1C(=NC2)NC=C1